1-vinyl-3-propylamine C(=C)CCCN